C(#N)C1=CC=C(CCN[C@H](C(=O)NC2=CC=C(C=N2)N2CCC(CC2)C(=O)N(CC)CC)C2=CC=CC=C2)C=C1 |r| (S)- and (R)-1-(6-(2-((4-cyano-phenethyl)amino)-2-phenylacetamido)pyridin-3-yl)-N,N-diethyl-piperidine-4-carboxamide